ClC1=CC=C(S1)C#CC1=NN(C2=CC=C(C=C12)NC(C(=C)F)=O)C N-(3-((5-Chlorothiophen-2-yl)ethynyl)-1-methyl-1H-indazol-5-yl)-2-fluoroacrylamide